C(C)OC(\C(=C/C(=O)OCC)\NC=1C=NC(=CC1)Cl)=O 2-((6-chloropyridin-3-yl)amino)maleic acid diethyl ester